The molecule is a tryptamine derivative hahing a methoxy group at position 5 of the indole portion and a methyl substituent on the side-chain nitrogen. It derives from a serotonin. CNCCC1=CNC2=C1C=C(C=C2)OC